O1C(OCC1)C=1C=C(C(=NC1)C1=C2CCN(C2=CC=C1)C=1C=C(C=2N(N1)C(=CN2)C(=O)OCC)N(C)CC2=CC=C(C=C2)OC)F ethyl 6-(4-(5-(1,3-dioxolan-2-yl)-3-fluoropyridin-2-yl)indolin-1-yl)-8-((4-methoxybenzyl)(methyl)amino)imidazo[1,2-b]pyridazine-3-carboxylate